N-(tert-butyl)-2-(6'-fluoro-1-oxo-3,4-dihydrospiro[benzo[c]azepin-5,3'-indol]-2(1H)-yl)-2-phenylacetamide C(C)(C)(C)NC(C(C1=CC=CC=C1)N1C(C2=C(C=CC=C2)C2(C=NC3=CC(=CC=C23)F)CC1)=O)=O